2-methyl-5,6-didehydro-1,3-benzothiazole CC=1SC=2C(N1)=CC#CC2